C([C@@H]1[C@H]([C@@H]([C@H]([C@H](O1)O)N)O)O[C@H]2[C@@H]([C@H]([C@@H]([C@@H](O2)C(=O)O)O)O)OS(=O)(=O)O)OS(=O)(=O)O The molecule is a heparin disaccharide that is 6-O-sulfo-alpha-D-glucosamine in which the hydroxy group at position 4 has been glycosylated by 2-O-sulfo-alpha-L-idopyranuronic acid. Sequence: IdoA(2-OSO3)-GlcN(6-OSO3). It is a heparin disaccharide, an oligosaccharide sulfate and an amino disaccharide.